C(C)C(C(=O)O)(N1C[C@@H](CC1)OCCCCCC1=NC=2NCCCC2C=C1)C1=C(C(=CC(=C1)CC1=CN=CO1)F)OC.N1C(=O)NC(=O)CC1 dihydrouracile ethyl-2-(3-fluoro-2-methoxy-5-(oxazol-5-ylmethyl)phenyl)-2-((R)-3-((5-(5,6,7,8-tetrahydro-1,8-naphthyridin-2-yl)pentyl)oxy)pyrrolidin-1-yl)acetate